Isoindole-1,3,5-trione C1(NC(C=2CC(C=CC12)=O)=O)=O